C(C)(C)(C)OC(=O)N1[C@@H](C[C@@H](C1)COC)COC=1C(=NC=CC1I)F (2S,4S)-2-(((2-fluoro-4-iodopyridin-3-yl)oxy)methyl)-4-(methoxymethyl)-pyrrolidine-1-carboxylic acid tert-butyl ester